C[N+](C)(C)C[C@@H](CC(=O)[O-])OC(=O)C=C The molecule is an O-acyl-L-carnitine having acryloyl as the acyl group. It has a role as a metabolite. It derives from an acrylic acid.